ClC1=C(C=CC=C1)[C@H](C)N(C1=CC=C(C(=O)O)C=C1)C (S)-4-((1-(2-Chlorophenyl)ethyl)(methyl)amino)benzoic acid